((S)-2-acetamido-3-methylbutanoyloxy)methyl 1-(2-chlorophenyl)-2-oxocyclohexylmethylcarbamate ClC1=C(C=CC=C1)C1(C(CCCC1)=O)CNC(OCOC([C@H](C(C)C)NC(C)=O)=O)=O